(S)-5-Bromo-N-(8,9-difluoro-6-oxo-1,4,5,6-tetrahydro-2H-pyrano[3,4-c]isoquinolin-1-yl)-N-methyl-6-oxo-1,6-dihydropyridine-3-carboxamide BrC1=CC(=CNC1=O)C(=O)N(C)[C@@H]1COCC=2NC(C=3C=C(C(=CC3C21)F)F)=O